C1(CC1)COC1=C(N)C(=CC=C1C=1CCN(CC1)CC)[N+](=O)[O-] 2-(cyclopropylmethoxy)-3-(1-ethyl-1,2,3,6-tetrahydropyridine-4-yl)-6-nitroaniline